1-(4-((2-Amino-4-(butylamino)-5-oxopyrido[4,3-d]pyrimidin-6(5H)-yl)methyl)benzyl)piperidine-4-Carboxylic acid methyl ester COC(=O)C1CCN(CC1)CC1=CC=C(C=C1)CN1C(C2=C(N=C(N=C2NCCCC)N)C=C1)=O